chloro-6-fluoro-[1,1'-biphenyl]-2-amine ClC1=C(C(=C(C=C1)F)C1=CC=CC=C1)N